Cl.O=C1N(C2=CC=C(C=3C2=C1C=CC3)CC3=CC=C(C=C3)CC3CCNCC3)C3C(NC(CC3)=O)=O 3-[2-oxo-6-[[4-(4-piperidylmethyl)phenyl]methyl]benzo[cd]indol-1-yl]piperidine-2,6-dione, hydrochloride